2,6-bis((S)-4-(4-bromophenyl)-4,5-dihydrooxazol-2-yl)pyridine BrC1=CC=C(C=C1)[C@@H]1N=C(OC1)C1=NC(=CC=C1)C=1OC[C@@H](N1)C1=CC=C(C=C1)Br